6-fluoro-7-(8-methyl-2,3-dihydro-1H-pyrido[2,3-b][1,4]oxazin-7-yl)-N-(2-methyl-1,2,3,4-tetrahydroisoquinolin-7-yl)quinazolin-2-amine FC=1C=C2C=NC(=NC2=CC1C1=C(C2=C(OCCN2)N=C1)C)NC1=CC=C2CCN(CC2=C1)C